3-(6-Amino-5-(2-(4-methoxy-N-methylbut-2-enamido)ethoxy)pyrimidin-4-yl)-5-fluoro-2-methylphenyl-4-cyclopropyl-2-fluorobenzamide NC1=C(C(=NC=N1)C=1C(=C(C=C(C1)F)C=1C(=C(C(=O)N)C=CC1C1CC1)F)C)OCCN(C(C=CCOC)=O)C